N-(5-chloro-2-fluorophenyl)-2-(1-methyl-1H-pyrazol-4-yl)thiazole-4-carboxamide ClC=1C=CC(=C(C1)NC(=O)C=1N=C(SC1)C=1C=NN(C1)C)F